pyrimidin-4-amine formate salt C(=O)O.N1=CN=C(C=C1)N